5-(5-nitro-2H-1,2,3-triazol-4-yl)-4H-1,2,4-triazole-3,4-diamine hydrazine salt NN.[N+](=O)([O-])C=1C(=NNN1)C=1N(C(=NN1)N)N